pyridin-2-ylmethyl-1,1-bis(pyridin-2-yl)-1-aminoethane N1=C(C=CC=C1)CCC(N)(C1=NC=CC=C1)C1=NC=CC=C1